ClC1=C(C=CC(=C1)N=C=O)N=C=O 2-chloro-1,4-phenylene diisocyanate